O=C1NC(CCC1N1C(N(C2=C1C=CC(=C2)CCCNC(OC(C)(C)C)=O)C)=O)=O Tert-butyl N-[3-[1-(2,6-dioxo-3-piperidyl)-3-methyl-2-oxo-benzimidazol-5-yl]propyl]carbamate